FC(C[C@@H](C(=O)NC1=NC=CC(=C1)C1=C(C2=NC(=C(C=C2N1)C)F)C1=NC=CC=C1)C1=CC=C(C=C1)F)F |r| (rac)-4,4-difluoro-N-{4-[5-fluoro-6-methyl-3-(pyridin-2-yl)-1H-pyrrolo[3,2-b]pyridin-2-yl]pyridin-2-yl}-2-(4-fluorophenyl)butanamide